O1C(=CC=C1)CC=1OC=CC1 Bis(2-Furyl)Methane